ClC=1C=NC2=CC=CC=C2N1 3-chloroquinoxaline